[Cl-].C[NH+]1CC(CCC1)C 1,3-Dimethylpiperidinium chlorid